OCC(CC1=CC=CC=C1)[N+]1=NOC(=C1)[N-]C(NC1=CC(=CC=C1)C(F)(F)F)=O (3-(1-hydroxy-3-phenylpropan-2-yl)-1,2,3-oxadiazol-3-ium-5-yl)((3-(trifluoromethyl)phenyl)carbamoyl)amide